N-benzyl-N-(1-(sec-butylsulfonyl)piperidin-4-yl)isoquinoline-3-carboxamide C(C1=CC=CC=C1)N(C(=O)C=1N=CC2=CC=CC=C2C1)C1CCN(CC1)S(=O)(=O)C(C)CC